2,5-dimethylterephthalic acid CC1=C(C(=O)O)C=C(C(=C1)C(=O)O)C